COC(=O)C1=C(NC=2CC(CC(C2C1C=1SC=CC1)=O)C1=C(C=CC=C1)OC)C methyl-7-(2-methoxyphenyl)-2-methyl-5-oxo-4-(2-thienyl)-1,4,5,6,7,8-hexahydro-3-quinolinecarboxylate